(R)-1-(1-(6-chloro-4-oxo-3,4-dihydrophthalazin-1-yl)ethyl)-3-(4-fluorophenyl)-1-isobutylurea ClC=1C=C2C(NN=C(C2=CC1)[C@@H](C)N(C(=O)NC1=CC=C(C=C1)F)CC(C)C)=O